C(C)(C)(C)[NH3+] tert-butyl-ammonium